1,3-diamino-7H-pyrrolo[3,2-f]quinazoline NC1=NC(=NC=2C=CC3=C(C12)C=CN3)N